2-azetidin-3-yl-5-benzylpyrimidine N1CC(C1)C1=NC=C(C=N1)CC1=CC=CC=C1